NC1=NC=2C=CC(=CC2C2=C1C=NN2C)C(=O)N(N(C)C(=O)C2CC2)CC2=CC=C(C=C2)C(F)(F)F 4-amino-N'-(cyclopropanecarbonyl)-N',1-dimethyl-N-(4-(trifluoromethyl)benzyl)-1H-pyrazolo[4,3-c]quinoline-8-carbohydrazide